[N+](=O)([O-])C(CCC(=O)OC)CCCCCCCCCCCC(=O)OC dimethyl 4-nitro-hexadecanedioate